tert-butyl N-{1-[(6-bromo-4-nitro-3H-1,3-benzodiazol-2-yl) carbamoyl] ethyl}-N-methylcarbamate BrC=1C=C(C2=C(N=C(N2)NC(=O)C(C)N(C(OC(C)(C)C)=O)C)C1)[N+](=O)[O-]